3-(5-((3-((4'-chloro-5,5-dimethyl-3,4,5,6-tetrahydro-[1,1'-biphenyl]-2-yl)methyl)-3,6-diazabicyclo[3.1.1]heptan-6-yl)methyl)-4-fluoro-1-oxoisoindolin-2-yl)piperidine-2,6-dione ClC1=CC=C(C=C1)C1=C(CCC(C1)(C)C)CN1CC2N(C(C1)C2)CC=2C(=C1CN(C(C1=CC2)=O)C2C(NC(CC2)=O)=O)F